pentanesulfonic anhydride C(CCCC)S(=O)(=O)OS(=O)(=O)CCCCC